(S)-5-(2-(6-(3-(dimethylamino)pyrrolidin-1-yl)pyridin-3-ylamino)-5-methylpyrimidin-4-ylamino)benzo[d]oxazol-2(3H)-one CN([C@@H]1CN(CC1)C1=CC=C(C=N1)NC1=NC=C(C(=N1)NC=1C=CC2=C(NC(O2)=O)C1)C)C